C(=O)O.C1(CC1)C1=CC(=C(C=C1)C=1C=2N(C(=NN1)N[C@H]1CN(CCC1)C)N=C(C2)C)OC(F)(F)F 4-[4-cyclopropyl-2-(trifluoromethoxy)phenyl]-2-methyl-N-[(3R)-1-methylpiperidin-3-yl]pyrazolo[1,5-d][1,2,4]triazin-7-amine formate